FC(CCOC1=CC(=C(C=C1)[C@@H]1CC(N1C1=CC=2N(C=C1)C=CN2)=O)F)F (S)-4-(4-(3,3-difluoropropoxy)-2-fluorophenyl)-1-(4H-imidazolo[1,2-a]pyridin-7-yl)azetidin-2-one